2-methoxy-1,4-divinylbenzene COC1=C(C=CC(=C1)C=C)C=C